C(C)S(=O)(=O)C1=C(N=C2N1C=CC(=C2)C(F)(F)F)NC(OC(C)(C)C)=O tert-butyl N-[3-ethylsulfonyl-7-(trifluoromethyl)imidazo[1,2-a]pyridin-2-yl]carbamate